4-(1-acryloylpiperidin-4-yl)-N-(4-(4-morpholino-7H-pyrrolo[2,3-d]pyrimidin-6-yl)phenyl)piperazine-1-sulfonamide C(C=C)(=O)N1CCC(CC1)N1CCN(CC1)S(=O)(=O)NC1=CC=C(C=C1)C1=CC2=C(N=CN=C2N2CCOCC2)N1